C(C)(C)(C)C=1C=C(C=CC1OC)O 3-(tertiary-butyl)-4-methoxyphenol